O1C=C(C2=C1C=CC=C2)C[C@H](NC(=O)OCCC2=CC(=CC=C2)C=C(C(=O)N(C2CCOCC2)CC)C#N)B(O)O (R)-(2-(benzofuran-3-yl)-1-(((3-(2-cyano-3-(ethyl-(tetrahydro-2H-pyran-4-yl)amino)-3-oxoprop-1-en-1-yl)phenethoxy)carbonyl)amino)ethyl)boronic acid